OCC(C)(CO)CO 1,1,1-trihydroxymethyl-ethane